SCCSCCCSCCS 1,3-bis(2-mercaptoethylthio)propane